lanthanum-gadolinium-samarium [Sm].[Gd].[La]